(±)-(2S,5s)-4-hydroxy-2,4,5-trimethylpiperidine-1-carboxylic acid tert-butyl ester C(C)(C)(C)OC(=O)N1[C@H](C[C@@]([C@H](C1)C)(C)O)C |&1:10|